C1=CC=CC=2C3=CC=CC=C3C(C12)COC(=O)N[C@@H](CC1=CC=CC=C1)C(=O)O N-(9-fluorenylmethoxycarbonyl)phenylalanine